(S)-1-(2-chloro-6-fluoro-3-(3-hydroxypropoxy)benzyl)-3,4-dimethyl-2-oxo-N-(2,4,6-trifluorobenzyl)-1,2,3,4-tetrahydroquinazoline-7-carboxamide ClC1=C(CN2C(N([C@H](C3=CC=C(C=C23)C(=O)NCC2=C(C=C(C=C2F)F)F)C)C)=O)C(=CC=C1OCCCO)F